1-(6-cyanopyrimidin-4-yl)piperidine-4-carboxylic acid TFA salt OC(=O)C(F)(F)F.C(#N)C1=CC(=NC=N1)N1CCC(CC1)C(=O)O